O1N=C(C=C1)C=1NC(=CN1)[C@H]([C@@H]([C@@H](CO)O)O)O (1R,2S,3R)-1-(2-(isoxazol-3-yl)-1H-imidazol-5-yl)butane-1,2,3,4-tetraol